C(C)N1C2=NC(=NC(=C2N=C1C1=CC=NC=C1)N1CCOCC1)C(C)=NNC=1C=C(C=CC1)C (9-ethyl-8-(pyridin-4-yl)-2-(1-(2-m-tolylhydrazono)ethyl)-9H-purin-6-yl)morpholine